C(C)OC1=C(C=CC(=N1)[C@@H](CS(=O)(=O)C)N1C(NC=2C1=NC=C(C2)C2=C(C=CC=C2)F)=O)OC (S)-3-(1-(6-ethoxy-5-methoxypyridin-2-yl)-2-(methylsulfonyl)ethyl)-6-(2-fluorophenyl)-1H-imidazo[4,5-b]pyridin-2(3H)-one